diformyltricyclo[5.2.1.02,6]Decane C(=O)C12C3(CCC(C2CCC1)C3)C=O